C1(CC1)C(=O)NC1=NC=CC(=C1)NC1=C(C=CC(=N1)N1[C@@H]2CN([C@H](C1)C2)C(=O)OC(C)(C)C)[N+](=O)[O-] tert-butyl (1S,4S)-5-[6-[[2-(cyclopropanecarbonylamino)-4-pyridyl]amino]-5-nitro-2-pyridyl]-2,5-diazabicyclo[2.2.1]heptane-2-carboxylate